7-chloro-5-(methoxymethyl)-1-(2-methylpyridin-3-yl)quinazolin-2,4(1H,3H)-dione ClC1=CC(=C2C(NC(N(C2=C1)C=1C(=NC=CC1)C)=O)=O)COC